2-(2-oxo-3H-benzimidazol-1-yl)acetic acid ethyl ester C(C)OC(CN1C(NC2=C1C=CC=C2)=O)=O